C1(=CC=CC=C1)OC(=O)N1C[C@@H](CC=C1)C1=CC=C(C=C1)C#N Phenyl-(S)-3-(4-cyanophenyl)-3,4-dihydropyridine-1(2H)-carboxylate